CC12C(C(C1)(C2)C#N)B2OC(C(O2)(C)C)(C)C 3-methyl-2-(4,4,5,5-tetramethyl-1,3,2-dioxaborolan-2-yl)bicyclo[1.1.1]pentane-1-carbonitrile